C1(=CC=CC=C1)SC1=CC=C(C=C1)NO N-(4-phenylsulfanylphenyl)hydroxylamine